ClC=1C=C(C=C(C1F)F)NC(N(CC1=NNC(=C1)C(F)(F)F)C=1C=NC(=NC1)OC)=O (3-Chloro-4,5-difluorophenyl)-1-(2-methoxypyrimidin-5-yl)-1-((5-(trifluoromethyl)-1H-pyrazol-3-yl)methyl)urea